C(C)(=O)O.N[C@@H](CCCCN)C(=O)O.N[C@@H](CCCCN)C(=O)O.N[C@@H](CCCCN)C(=O)O tri(L-lysine) acetate